BrC=1N=C2C3=C(C(N(C2=CC1)C)=O)NC([C@@H]1N3CC(N(C1)C(=O)OC(C)(C)C)C)=O tert-Butyl (8aR,1R)-2-bromo-5,11-dimethyl-6,8-dioxo-5,6,7,8,8a,9,11,12-octahydro-10H-pyrazino[1',2':4,5]pyrazino[2,3-c][1,5]naphthyridine-10-carboxylate